CC1=C(C=2N(N=C1N1CC=3C=C(C=NC3CC1)C=1C(=NC=CC1)C(F)(F)F)C=NN2)C 6-(7,8-dimethyl-[1,2,4]triazolo[4,3-b]pyridazin-6-yl)-3-(2-(trifluoromethyl)pyridin-3-yl)-5,6,7,8-tetrahydro-1,6-naphthyridine